C(C)(C)(C)OC(CC1(CCN(CC1)C1=C(C=C(C=C1)[N+](=O)[O-])F)NC(=O)OC(C)(C)C)=O 2-(4-((tert-Butoxycarbonyl)amino)-1-(2-fluoro-4-nitrophenyl)piperidin-4-yl)acetic acid tert-butyl ester